2,4-dinitrophenoxide [N+](=O)([O-])C1=C([O-])C=CC(=C1)[N+](=O)[O-]